O=C1N2[C@H](OC13CC(C3)OC3=NC(=NC=C3)C#N)CC[C@H]2C2=CC=CC=C2 4-{[(1r,3R,5'S,7a'R)-3'-oxo-5'-phenyltetrahydro-3'H-spiro[cyclobutane-1,2'-pyrrolo[2,1-b][1,3]oxazol]-3-yl]oxy}pyrimidine-2-carbonitrile